C(C)C1=CC=C(C=C1)CCCCC[C@@H]1CC2CC(NC[C@H]1S2)=O (1S,8R)-8-(5-(4-ethylphenyl)pentyl)-9-thia-3-azabicyclo[4.2.1]nonan-4-one